C(C)(=O)N1CCC(CC1)C(CNC(C(F)(F)F)=O)C1=C(C=C(C(=C1)Cl)Cl)OC N-[2-(1-acetylpiperidin-4-yl)-2-(4,5-dichloro-2-methoxyphenyl)ethyl]-2,2,2-trifluoroacetamide